FC1=C(C=C(C=C1)C1CCN(CC1)C(=O)OC(C)(C)C)N(C#N)CCC(=O)OC tert-Butyl 4-(4-fluoro-3-(N-(3-methoxy-3-oxopropyl)cyanamido)phenyl)piperidine-1-carboxylate